N1=CCC2(C=C1)COC1=NC=CC=C12 2H-spiro[furo[2,3-b]pyridine-3,4'-pyridine]